[(3aR,4R,6R,6aR)-4-cyano-4-[4-[(Z)-dimethylaminomethyleneamino]pyrrolo[2,1-f][1,2,4]triazin-7-yl]-2,2-dimethyl-6,6a-dihydro-3aH-furo[3,4-d][1,3]dioxol-6-yl]methyl phenyl carbonate C(OC[C@H]1O[C@]([C@H]2[C@@H]1OC(O2)(C)C)(C2=CC=C1C(=NC=NN12)\N=C/N(C)C)C#N)(OC1=CC=CC=C1)=O